4-((1R,3S)-3-hydroxycyclopentylamino)-N-(3-((R)-1-(4-methyl-4H-1,2,4-triazol-3-yl)propan-2-yl)phenyl)picolinamide O[C@@H]1C[C@@H](CC1)NC1=CC(=NC=C1)C(=O)NC1=CC(=CC=C1)[C@@H](CC1=NN=CN1C)C